N-[(2S)-3-hydroxy-3-methylbut-2-yl]-3-oxo-2-(1,2-thiazol-4-yl)-6-[4-(trifluoromethoxy)phenyl]-2,3-dihydropyridazine-4-carboxamide OC([C@H](C)NC(=O)C=1C(N(N=C(C1)C1=CC=C(C=C1)OC(F)(F)F)C=1C=NSC1)=O)(C)C